C12CN(CC(CC1)N2)C2=CC=CC(=N2)C2=NC1=CC(=NC=C1C=C2)CNC(C2=CC(=C(C=C2)C)S(=O)(=O)C)=O N-((2-(6-(3,8-diazabicyclo[3.2.1]octan-3-yl)pyridin-2-yl)-1,6-naphthyridin-7-yl)methyl)-4-methyl-3-(methylsulfonyl)benzamide